4,4'-(ethan-1,2-diylbis(azanediyl))bis(4-(3,5-bis(trifluoromethyl)phenyl)-1,1,1-trifluorobut-3-en-2-on) C(CNC(=CC(C(F)(F)F)=O)C1=CC(=CC(=C1)C(F)(F)F)C(F)(F)F)NC(=CC(C(F)(F)F)=O)C1=CC(=CC(=C1)C(F)(F)F)C(F)(F)F